4-(3-carbamoyl-2-(4-(4-fluorophenoxy)phenyl)-5,6,7,8-tetrahydroimidazo[1,2-b]Pyridazin-8-yl)piperidine-1-carboxylic acid tert-butyl ester C(C)(C)(C)OC(=O)N1CCC(CC1)C1C=2N(NCC1)C(=C(N2)C2=CC=C(C=C2)OC2=CC=C(C=C2)F)C(N)=O